2-acrylamido-2-methyl-pentacosyl-sodium C(C=C)(=O)NC(C[Na])(CCCCCCCCCCCCCCCCCCCCCCC)C